5-(3-ethoxyazetidin-1-yl)-2-((3-(5-fluoro-6-methyl-pyridin-3-yl)-5-methylisoxazol-4-yl)methyl)pyridazin-3(2H)-one C(C)OC1CN(C1)C1=CC(N(N=C1)CC=1C(=NOC1C)C=1C=NC(=C(C1)F)C)=O